ClCC(C)OP(=O)(OC(CCl)C)OC(CCl)C tri(1-chloro-2-propyl)phosphate